(ADAMANTAN-1-YL)-2-((6-(4-CYANOPHENYL)-2-(METHYLTHIO)PYRIMIDIN-4-YL)OXY)ACETAMIDE C12(CC3CC(CC(C1)C3)C2)C(C(=O)N)OC2=NC(=NC(=C2)C2=CC=C(C=C2)C#N)SC